N-[[2-fluoro-4-[5-(trifluoromethyl)-1,2,4-oxadiazol-3-yl]phenyl]methyl]benzenesulfonamide FC1=C(C=CC(=C1)C1=NOC(=N1)C(F)(F)F)CNS(=O)(=O)C1=CC=CC=C1